NC1CCN(CC1)C=1N(C(C=C(N1)C1=CC(=C(C#N)C=C1)F)=O)C 4-[2-(4-aminopiperidin-1-yl)-1-methyl-6-oxopyrimidin-4-yl]-2-fluorobenzonitrile